FC=1C(=NC(=CC1)N1N=CC=N1)OC1=CC=C(C=C1)C(C)(C)C1=CC=C(OC2CC(C2)NC(OC(C)(C)C)=O)C=C1 tert-butyl ((1r,3r)-3-(4-(2-(4-((3-fluoro-6-(2H-1,2,3-triazol-2-yl) Pyridin-2-yl)oxy)phenyl)propan-2-yl)phenoxy)cyclobutyl)carbamate